BrC=1C=C(C=CC1)C1=CC(=C(N1CC1=CC(=C(C=C1)S(N)(=O)=O)F)CC1CC1)C=1SC(=C(N1)C(=O)OC)C methyl 2-(5-(3-bromophenyl)-2-(cyclopropylmethyl)-1-(3-fluoro-4-sulfamoylbenzyl)-1H-pyrrol-3-yl)-5-methylthiazole-4-carboxylate